4-[(2,5-dioxoimidazolidin-1-yl)methyl]-2,6-difluorobenzonitrile O=C1N(C(CN1)=O)CC1=CC(=C(C#N)C(=C1)F)F